FC[C@H]1C=C[C@@H](N2C(C=3N(N1C2)C=C(C(C3O)=O)C(=O)NCC3=C(C=C(C=C3F)F)F)=O)C (1R,2R,5S)-2-(fluoromethyl)-8-hydroxy-5-methyl-7,9-dioxo-N-(2,4,6-trifluorobenzyl)-2,5,7,9-tetrahydro-1,6-methanopyrido[1,2-b][1,2,5]triazonine-10-carboxamide